NC1=CC=C(C(=O)OC(=O)N[C@@H](CCCNC(=O)N)C(=O)O)C=C1 p-aminobenzoyloxycarbonyl-citrulline